OC1(CCNCC1)C(=O)NC1=CC=C(C=C1)C1=CC2=C(N=CN=C2N2CCOCC2)N1COCC[Si](C)(C)C 4-hydroxy-N-(4-(4-morpholino-7-((2-(trimethylsilyl)ethoxy)methyl)-7H-pyrrolo[2,3-d]pyrimidin-6-yl)phenyl)piperidine-4-carboxamide